CS(=O)(=O)C=1C=C(C=CC1)N1C(CC2=CC(=CC=C12)C(=O)N)=O 1-(3-(methylsulfonyl)phenyl)-2-oxoindoline-5-carboxamide